1-phenyl-1-chlorobutane C1(=CC=CC=C1)C(CCC)Cl